4,4'-(1E)-1,2-ethenediyl-bisbenzonitrile C(=C\C1=CC=C(C#N)C=C1)/C1=CC=C(C#N)C=C1